C(C)(C)(C)N1CC(CC1)OC1=CC=C(C=C1)N1[C@H](CCC1)C=1N=C(SC1)N tert-butyl-3-(4-((R)-2-(2-aminothiazol-4-yl)pyrrolidin-1-yl)phenoxy)pyrrolidine